C(#N)CCC(C(=O)OC(C)(C)C)C=1C(=NC2=C(C=CC=C2C1)Cl)C tert-butyl 4-cyano-2-(8-chloro-2-methylquinolin-3-yl)butanoate